N-((R)-2-(difluoromethoxy)-1-(3-(difluoromethoxy)phenyl)ethyl)-3-hydroxy-3-(1-(trifluoromethyl)cyclopropyl)propanamide FC(OC[C@@H](C1=CC(=CC=C1)OC(F)F)NC(CC(C1(CC1)C(F)(F)F)O)=O)F